4-((5-chloro-4-(1-isopropyl-1H-pyrazol-4-yl)pyrimidin-2-yl)amino)-3-methoxy-N-(pyridin-3-ylmethyl)benzamide ClC=1C(=NC(=NC1)NC1=C(C=C(C(=O)NCC=2C=NC=CC2)C=C1)OC)C=1C=NN(C1)C(C)C